2-(3-carboxy-3-hydroxybutyl)nicotinic acid C(=O)(O)C(CCC1=C(C(=O)O)C=CC=N1)(C)O